C(CCCC(C)C)=O iso-heptanal